α-Methyl-4-(2-thienylcarbonyl)benzeneacetic acid CC(C(=O)O)C1=CC=C(C=C1)C(=O)C=1SC=CC1